(1R,4S,4aR,5S,8R,8aR,9aS,10aS)-4a,8a,9a,10a-tetramethyl-1,4,4a,5,8,8a,9a,10a-octahydro-1,4:5,8-dimethanoanthracene-9,10-dione C[C@]12[C@@H]3C=C[C@H]([C@@]2(C([C@@]2([C@H]4C=C[C@@H]([C@@]2(C1=O)C)C4)C)=O)C)C3